OC1=C(CC2=C(C(=CC(=C2)C(C)C)CC2=C(C=CC(=C2)C(C)C)O)O)C=C(C=C1)C(C)C 2,6-bis(2'-hydroxy-5'-isopropylbenzyl)-4-isopropylphenol